methyl (3S,11aR)-6-(benzyloxy)-3-methyl-5,7-dioxo-2,3,5,7,11,11a-hexahydro[1,3]-oxazolo[3,2-a]pyrido[1,2-d]pyrazine-8-carboxylate C(C1=CC=CC=C1)OC=1C(C(=CN2C[C@@H]3N(C(C21)=O)[C@H](CO3)C)C(=O)OC)=O